NC1=CC(N(C(N1)=O)C)=O 6-amino-3-methyl-1H-pyrimidine-2,4-dione